C(C1=CC=CC=C1)NC1=NC(=NC2=CC(=CC=C12)C1[C@H]([C@@H]([C@H](O1)CO)O)F)Cl (2R,3R,4S)-5-[4-(benzylamino)-2-chloroquinazolin-7-yl]-4-fluoro-2-(hydroxymethyl)oxolane-3-ol